(R)-N-(4-(4-amino-7-methyl-7H-pyrrolo[2,3-d]pyrimidin-5-yl)-3-methylphenyl)-2-hydroxy-2-phenylacetamide NC=1C2=C(N=CN1)N(C=C2C2=C(C=C(C=C2)NC([C@@H](C2=CC=CC=C2)O)=O)C)C